2-(5-(2-(1-methoxyethyl)phenoxy)-2-((S)-(5-methylpyridin-2-yloxy)pyrrolidin-1-yl)phenyl)ethanol COC(C)C1=C(OC=2C=CC(=C(C2)CCO)N2[C@H](CCC2)OC2=NC=C(C=C2)C)C=CC=C1